1-(3-(3,3-difluoropyrrolidin-1-yl)propyl)-1H-indol-5-amine FC1(CN(CC1)CCCN1C=CC2=CC(=CC=C12)N)F